(3R)-3-amino-1-(2-((6-amino-9H-purin-9-yl)methyl)-4-fluoro-3-(trifluoromethyl)phenyl)-N-((2,2-difluorocyclopropyl)methyl)pyrrolidine-3-carboxamide N[C@]1(CN(CC1)C1=C(C(=C(C=C1)F)C(F)(F)F)CN1C2=NC=NC(=C2N=C1)N)C(=O)NCC1C(C1)(F)F